CN(CC[C@H](CCC1=CC=C(C=C1)C(F)(F)F)NC1=C(C=C(C=C1F)S(=O)(=O)NC(=O)C1(CCCCC1)F)F)C (S)-N-((4-((1-(DIMETHYLAMINO)-5-(4-(TRIFLUOROMETHYL)PHENYL)PENTAN-3-YL)AMINO)-3,5-DIFLUOROPHENYL)SULFONYL)-1-FLUOROCYCLOHEXANE-1-CARBOXAMIDE